aminoazodiamine NNN=NN